N-{3-fluoro-4-[6-methoxy-7-(3-morpholinopropoxy)quinolin-4-yloxy]phenyl}-3-oxo-4-(3,4-dimethoxyphenyl)-3,4-dihydropyrazine-2-carboxamide FC=1C=C(C=CC1OC1=CC=NC2=CC(=C(C=C12)OC)OCCCN1CCOCC1)NC(=O)C1=NC=CN(C1=O)C1=CC(=C(C=C1)OC)OC